ClC=1C=CC2=C(N(CN(S2(=O)=O)[C@@H]([C@H](C)C2=C(C(=CC=C2F)C)C)C2=NNC(O2)=O)C2CC(C2)O)C1 5-((1S,2R)-1-(6-chloro-4-(3-hydroxycyclobutyl)-1,1-dioxido-3,4-dihydro-2H-benzo[e][1,2,4]thiadiazin-2-yl)-2-(6-fluoro-2,3-dimethylphenyl)propyl)-1,3,4-oxadiazol-2(3H)-one